4-nitrophenyl (S)-2-((tert-butoxycarbonyl)amino)hexanoate C(C)(C)(C)OC(=O)N[C@H](C(=O)OC1=CC=C(C=C1)[N+](=O)[O-])CCCC